(2r,6R)-tert-butyl 2-((R,S)-1-hydroxy-2-phenylethyl)-6-methylmorpholine-4-carboxylate O[C@H](CC1=CC=CC=C1)[C@H]1CN(C[C@H](O1)C)C(=O)OC(C)(C)C